COC(=O)C=1C=CC(=C(C1)NCCC(=O)O)C 3-{[5-(methoxycarbonyl)-2-methylphenyl]amino}propanoic acid